(M)-3-amino-5-fluoro-4-(3-hydroxy-2-methylphenyl)quinoline-2-carboxamide NC=1C(=NC2=CC=CC(=C2C1C1=C(C(=CC=C1)O)C)F)C(=O)N